FC(C(=O)O)(F)F.C(C1=CC=CC=C1)OC(=O)N[C@@H](C)C(=O)N([C@@H](C)C(=O)N[C@@H](CC(N)=O)C(=O)O)C N-[(benzyloxy)carbonyl]-L-alanyl-N-methyl-L-alanyl-L-asparagine trifluoroacetate salt